benzyl 3-(6,6-dimethyl-1,4,5,7-tetrahydroindazol-3-yl)-3-oxopropanoate CC1(CCC=2C(=NNC2C1)C(CC(=O)OCC1=CC=CC=C1)=O)C